benzyl (2-(2-((((1R,5S)-3-((4aR,8aS)-3-oxooctahydro-2H-pyrido[4,3-b][1,4]oxazine-6-carbonyl)-3-azabicyclo[3.1.0]hexan-6-yl)methoxy)methyl)phenoxy)ethyl)carbamate O=C1N[C@H]2[C@@H](OC1)CCN(C2)C(=O)N2C[C@H]1C([C@H]1C2)COCC2=C(OCCNC(OCC1=CC=CC=C1)=O)C=CC=C2